NC1=NN2C(N=C(C=C2)N2CCCCC2)=C1C(=O)NC(C)C1=CC(=C2C=NNC2=C1OCC)Cl 2-Amino-N-(1-(4-chloro-7-ethoxy-1H-indazol-6-yl)ethyl)-5-(piperidin-1-yl)pyrazolo[1,5-a]pyrimidine-3-carboxamide